ClC1=C(C=C(C=C1)C(F)(F)F)N1CCCN(S1(=O)=O)CC(=O)NC1C2CC3(CC(CC1C3)C2)C(=O)N 4-(2-(6-(2-chloro-5-(trifluoromethyl)phenyl)-1,1-dioxido-1,2,6-thiadiazinan-2-yl)acetamido)adamantan-1-carboxamide